C1(CC1)N1C(C[C@H](C1)CN1N=C2N=C(C=CC2=C1C(C)(C)O)C1=C(C=C(C=C1C)C(F)(F)F)O)=O (R)-1-cyclopropyl-4-((6-(2-hydroxy-6-methyl-4-(trifluoromethyl)phenyl)-3-(2-hydroxypropan-2-yl)-2H-pyrazolo[3,4-b]pyridin-2-yl)methyl)pyrrolidin-2-one